N-ethynyl-1,1,1-trifluoromethyl-N-propargyl-methanesulfonamide C(#C)N(S(=O)(=O)C(CF)(CF)CF)CC#C